(2R,3S)-tert-butyl 3-amino-2-((4-isopropylphenoxy)methyl)-pyrrolidine-1-carboxylate N[C@@H]1[C@@H](N(CC1)C(=O)OC(C)(C)C)COC1=CC=C(C=C1)C(C)C